CC1=CC2=C(C(C(=CO2)S(=O)(=O)C=2SC=CC2)=O)C=C1 7-methyl-3-((2-thienyl)sulfonyl)-4H-benzopyran-4-one